1-Octyl-2-Methylpiperidinium chlorid [Cl-].C(CCCCCCC)[NH+]1C(CCCC1)C